N1=NN(C2=NC=CC=C21)C2=CC(=C(C(=O)N(C1=NC=CC3=C(C=CC(=C13)C)C)[C@H]1CN(CCC1)C(=O)OC(C)(C)C)C=C2)F tert-butyl (R)-3-(4-(3H-[1,2,3]triazolo[4,5-b]pyridin-3-yl)-N-(5,8-dimethylisoquinolin-1-yl)-2-fluorobenzamido)piperidine-1-carboxylate